COC(CCSC(CCOC(C)=O)CCC)=O.NC1=NC=C(C(=N1)C1=C2CNC(C2=C(C=C1)NC1=NC=C(C=C1)N1CCN(CC1)C)=O)CC 4-(2-amino-5-ethylpyrimidin-4-yl)-7-((5-(4-methylpiperazin-1-yl)pyridin-2-yl)amino)isoindolin-1-one methyl-3-((1-acetoxyhexan-3-yl)thio)propanoate